FC=1C=C(C=C(C1)F)[C@H](C(=O)NC1=CC(=C(C=C1)C=1C=NC(=C(C(=O)NC(C)C)C1)C)C)O (R)-5-(4-(2-(3,5-difluorophenyl)-2-hydroxyacetamido)-2-methylphenyl)-N-isopropyl-2-methylnicotinamide